ClC1=C(C=CC(=C1)Cl)C=1N=C(OC1C1=CC=CC=C1)CC 4-(2,4-dichlorophenyl)-2-ethyl-5-phenyloxazole